FC1=CC=C(C=C1)N1C=[N+](C2=C1C(C1=CC=CC=C1C2=NO)=O)C (E) or (Z)-1-(4-fluorophenyl)-4-(hydroxyimino)-3-methyl-9-oxo-4,9-dihydro-1H-naphtho[2,3-d]imidazol-3-ium